N[C@@H](CCO)C (3R)-3-aminobutan-1-ol